C1=CC=CC=2C3=CC=CC=C3C(C12)COC(=O)NCC1CC(CCC1)C(=O)O 3-({[(9H-fluoren-9-ylmethoxy)carbonyl]amino}methyl)cyclohexanecarboxylic acid